4-Benzyloxy-2-(2-fluoro-3-quinolinyl)-5-methoxy-6-methyl-pyridine-3-carboxylic acid ethyl ester C(C)OC(=O)C=1C(=NC(=C(C1OCC1=CC=CC=C1)OC)C)C=1C(=NC2=CC=CC=C2C1)F